C(C)(C)(C)OC(=O)N1CC2CC(C(C1)O2)C(=O)O 3-[(tert-butoxy)carbonyl]-8-oxa-3-azabicyclo[3.2.1]Octane-6-carboxylic acid